FC=1C=NC(=NC1)O[C@H]1CNC[C@@H]1OCC1=CC=C(C=C1)C(F)(F)F 5-fluoro-2-(((3S,4S)-4-((4-(trifluoromethyl)benzyl)oxy)pyrrolidin-3-yl)oxy)pyrimidine